4-amino-1,2,5-oxadiazol-3-methanol NC=1C(=NON1)CO